C(C)OC(CCC1=C(C(=CC=C1)C(C)C=1N=C(N(C1)C)C1=C(C=CC(=C1)OC=1C(=C2C=CNC2=CC1F)F)F)F)=O 3-(3-(1-(2-(5-((4,6-difluoro-1H-indol-5-yl)oxy)-2-fluorophenyl)-1-methyl-1H-imidazol-4-yl)ethyl)-2-fluorophenyl)propanoic acid ethyl ester